NC=1C(C=2C=CC(=NC2N2C3=CC=CC=C3SC12)N1CCN(CCC1)C)=O 9-Amino-4-(4-methyl-1,4-diazepan-1-yl)-11-thia-1,3-diazatetracyclo[8.7.0.02,7.012,17]heptadeca-2(7),3,5,9,12,14,16-heptaen-8-one